2-(3-((R)-cyclobutyl(4-methyl-4H-1,2,4-triazol-3-yl)methyl)phenyl)-6-(((S)-3-methylpiperidin-1-yl)methyl)-4-(trifluoromethyl)isoindolin-1-one C1(CCC1)[C@H](C=1C=C(C=CC1)N1C(C2=CC(=CC(=C2C1)C(F)(F)F)CN1C[C@H](CCC1)C)=O)C1=NN=CN1C